NCC(C(=O)NC=1SC(=C(N1)C)C(=O)OCC)C ethyl 2-[(3-amino-2-methyl-propanoyl)amino]-4-methyl-thiazole-5-carboxylate